(1R)-trans-N,N'-1,2-cyclohexanediyl-bis(1,1,1-trifluoromethanesulfonamide) [C@@H]1([C@@H](CCCC1)NS(=O)(=O)C(F)(F)F)NS(=O)(=O)C(F)(F)F